N-[2-(2-chlorophenyl)ethyl]-2,6-dimethyl-4-(propan-2-yl)benzene-1-sulfonamide ClC1=C(C=CC=C1)CCNS(=O)(=O)C1=C(C=C(C=C1C)C(C)C)C